CC(CCOOC(CCCCCC)=O)C heptanoyl 3-methylbutyl peroxide